CC1=CC=C(C=C1)S(=O)(=O)OC(C)C1=NC=C(C=C1)S(N(CC1=CC=C(C=C1)OC)CC1=CC=C(C=C1)OC)(=O)=O 1-(5-[bis[(4-methoxyphenyl)methyl]sulfamoyl]pyridin-2-yl)ethyl 4-methylbenzenesulfonate